CC=1C(=NC=NC1C)N1CCN(CC1)CC=1OC2=C(N1)C=C(C=C2)C(F)(F)F ((4-(5,6-dimethylpyrimidin-4-yl)piperazin-1-yl)methyl)-5-(trifluoromethyl)benzo[d]oxazole